C(OCCSC1=C(C=CC=C1)O)OCCSC1=C(C=CC=C1)O Methylenebis-(oxyethylenethio)diphenol